N1C=C(C2=CC=CC=C12)NC(CCOC)=O N-(1H-indol-3-yl)-3-methoxy-propionamide